6-(6-((5-chloro-6-methoxypyridin-3-yl)methyl)-3,6-diazabicyclo[3.1.1]Heptane-3-yl)-6-ethoxypyrazolo[1,5-a]Pyridine-3-carbonitrile ClC=1C=C(C=NC1OC)CN1C2CN(CC1C2)C2(C=CC=1N(C2)N=CC1C#N)OCC